ClC1=C(C(=CC(=C1)C1=NN=C2N1CCN(C2)C(C=C)=O)F)C2=C(C=CC=C2O)F 1-(3-(2-chloro-2',6-difluoro-6'-hydroxy-[1,1'-biphenyl]-4-yl)-5,6-dihydro-[1,2,4]triazolo[4,3-a]pyrazin-7(8H)-yl)prop-2-en-1-one